1-(piperidin-3-yl)-3-(pyridin-3-yl)imidazolin-2-one N1CC(CCC1)N1C(N(CC1)C=1C=NC=CC1)=O